4-((4-bromophenyl)thio)-6-methyl-2-(trifluoromethyl)quinazoline BrC1=CC=C(C=C1)SC1=NC(=NC2=CC=C(C=C12)C)C(F)(F)F